FC(C1=NC(=NO1)C=1C=CC=2N(C1)C=C(N2)CNC(=O)C=2N=COC2)(F)F N-((6-(5-(trifluoromethyl)-1,2,4-oxadiazol-3-yl)imidazo[1,2-a]pyridin-2-yl)methyl)oxazole-4-carboxamide